cetyltrimethylammonium bromide [Br-].C(CCCCCCCCCCCCCCC)[N+](C)(C)C